phosphorus (phosphite) P([O-])([O-])[O-].[P+3]